4-phenylbutyrate sodium [Na+].C1(=CC=CC=C1)CCCC(=O)[O-]